4-(2-(bis(3-fluorophenyl)amino)-2-oxoethyl)-1-(indoline-1-carbonyl)piperidine-4-carboxylic acid FC=1C=C(C=CC1)N(C(CC1(CCN(CC1)C(=O)N1CCC2=CC=CC=C12)C(=O)O)=O)C1=CC(=CC=C1)F